(±)-N-[(1R*,2R*)-2-Phenylcyclopentyl]-azacyclotridec-1-en-2-amine hydrochloride Cl.C1(=CC=CC=C1)[C@@H]1[C@@H](CCC1)NC1=NCCCCCCCCCCC1 |r|